tert-butyl 6-(1-methyl-7-methylsulfanyl-2-oxo-4H-pyrimido[4,5-d]pyrimidin-3-yl)-1-azaspiro[3.3]heptane-1-carboxylate CN1C(N(CC=2C1=NC(=NC2)SC)C2CC1(CCN1C(=O)OC(C)(C)C)C2)=O